(2-hydroxyethyl)-2-pentylcyclopentanol OCCC1(C(CCC1)CCCCC)O